N-cyclopentyl-6-(5-fluoro-2-((5-(piperazine-1-yl)pyridine-2-yl)amino)pyrimidine-4-yl)benzothiazole-2-amine hydrochloride Cl.C1(CCCC1)NC=1SC2=C(N1)C=CC(=C2)C2=NC(=NC=C2F)NC2=NC=C(C=C2)N2CCNCC2